N(=[N+]=[N-])C1CC[C@H](OC1O)[C@@H](CC)N(C(OCC1=CC=CC=C1)=O)CC1=CC=CC=C1 benzyl ((1R)-1-((2S)-5-azido-6-hydroxytetrahydro-2H-pyran-2-yl)propyl)(benzyl)carbamate